CC(C)(C1=CC=CC=C1)C1=C(OP2OCC3(CO2)COP(OC3)OC3=C(C=C(C=C3)C(C)(C)C3=CC=CC=C3)C(C)(C)C3=CC=CC=C3)C=CC(=C1)C(C)(C)C1=CC=CC=C1 3,9-Bis[2,4-bis(1-methyl-1-phenylethyl)phenoxy]-2,4,8,10-tetraoxa-3,9-diphosphaspiro[5.5]undecan